[Sc].[Pt] platinum-scandium